methyl (3-amino-4-methoxyphenyl)-L-prolinate NC=1C=C(C=CC1OC)N1[C@@H](CCC1)C(=O)OC